O[C@H](COC=1C=C(C=CC1)S(=O)(=O)N(C)C)CNC1COC2(C1)CCN(CC2)S(=O)(=O)C2=CC=1CCCCC1C=C2 3-((2S)-2-hydroxy-3-(8-(5,6,7,8-tetrahydronaphthalen-2-ylsulfonyl)-1-oxa-8-azaspiro[4.5]dec-3-ylamino)propoxy)-N,N-dimethylbenzenesulfonamide